6-cyclopropyl-5-fluoro-7-(6-isobutylpyridin-2-yl)-N-(4-(4-methylpiperazin-1-yl)phenyl)-7H-pyrrolo[2,3-d]pyrimidin-2-amine C1(CC1)C1=C(C2=C(N=C(N=C2)NC2=CC=C(C=C2)N2CCN(CC2)C)N1C1=NC(=CC=C1)CC(C)C)F